2-hydroxypropylethylenediamine OC(CNCCN)C